5-methoxypentanylamine COCCCCCN